O1CCN(CC1)C=1C2=C(N=C(N1)N/N=C/C=1C=C(C=CC1)C)SC(=N2)C2=CC=NC=C2 7-morpholino-N-[(E)-m-tolylmethyleneamino]-2-(4-pyridyl)thiazolo[5,4-d]pyrimidin-5-amine